C(C)(C)(C)OC(=O)N1[C@@H](C[C@@H](CC1)NC(C(COC1=NC=CC=C1C1CC1)(F)F)=O)C (2R,4R)-4-(3-((3-cyclopropylpyridin-2-yl)oxy)-2,2-difluoropropionylamino)-2-methylpiperidine-1-carboxylic acid tert-butyl ester